FC=1C=C(C=C2C(=C(NC12)C1=CC=C(C=C1)F)C=CC(=O)N[C@@H](CO)C)C 3-[7-fluoro-2-(4-fluorophenyl)-5-methyl-1H-indol-3-yl]-N-[(1R)-2-hydroxy-1-methyl-ethyl]acrylamide